OC(CSC1=CC=C(C(=O)O)C=C1)C 4-((2-hydroxypropyl)thio)benzoic acid